3-Trimethoxysilylpropyl benzothiazolyl tetrasulfide S1C(=NC2=C1C=CC=C2)SSSSCCC[Si](OC)(OC)OC